(4-(4-(8-Chloro-7-((2-methyl-1-((2-(trimethylsilyl)ethoxy)methyl)-1H-benzo[d]imidazol-6-yl)oxy)quinoxalin-2-yl)-1H-pyrazol-1-yl)piperidin-1-yl)(3-hydroxyazetidin-1-yl)methanone ClC=1C(=CC=C2N=CC(=NC12)C=1C=NN(C1)C1CCN(CC1)C(=O)N1CC(C1)O)OC=1C=CC2=C(N(C(=N2)C)COCC[Si](C)(C)C)C1